C1(C(=CC(N1)=O)CCCCCCCCC=1C(=O)NC(C1)=O)=O octamethylenebismaleimide